C1=C(C=CC2=CC=CC=C12)C=1C2=CC=CC=C2C(=C2C=CC=CC12)C1=CC2=CC=CC=C2C=C1 9,10-bis-(2-naphthyl)anthracene